2-chlorofuro[3,2-d]pyrimidin-4-amine ClC=1N=C(C2=C(N1)C=CO2)N